CC(C(=O)NC1=C(C=C(C=C1)C(F)(F)F)CN1CCOCC1)C 2-methyl-N-(2-(morpholinomethyl)-4-(trifluoromethyl)phenyl)propanamide